N1C[C@H](CC=CC1)N (S)-2,3,4,7-tetrahydro-1H-azepin-3-amine